ClC1=C(C(=NC2=C(C(=C(C=C12)C=CC#N)C1=C(C(=CC=C1)Cl)Cl)F)C)C(=O)OCC Ethyl 4-chloro-6-(2-cyanovinyl)-7-(2,3-dichlorophenyl)-8-fluoro-2-methylquinoline-3-carboxylate